trans-styrylboronic acid C(=C\C1=CC=CC=C1)/B(O)O